COC=1C=C(C=C(C1OC)OC)C=1N(N=C2CCCCC12)C1=CC=C(C(=O)O)C=C1 4-(3-(3,4,5-trimethoxyphenyl)-4,5,6,7-tetrahydro-2H-indazol-2-yl)benzoic acid